S1S[C@@H](CC1)CCCCC(=O)OCC1=CC(OC2=CC(=CC=C12)O)=O (R)-(+)-(7-hydroxy-2-oxo-2H-chromen-4-yl)methyl 5-(1,2-dithiolan-3-yl)pentanoate